ClC=1C(=NC=C(C1)Cl)C(CNC(=O)C1=NC(=CC=C1OC)NC1=CC(=CC(=C1)F)F)=NOCC N-[2-(3,5-dichloro-2-pyridyl)-2-ethoxyimino-ethyl]-6-(3,5-difluoroanilino)-3-methoxy-pyridine-2-carboxamide